BrC1=C(COC2=C3C(C=C(OC3=CC=C2)C(=O)OCC)=O)C=CC(=C1)Br ethyl 5-((2,4-dibromobenzyl) oxy)-4-oxo-4H-chromen-2-carboxylate